4-methoxy-3-methylbenzene COC1=C(C=CC=C1)C